2-(5-methoxy-2-methylpyridin-4-yl)-4-methylbenzoic acid COC=1C(=CC(=NC1)C)C1=C(C(=O)O)C=CC(=C1)C